ClC=1C=C2C=CC(=NC2=CC1)C(=O)N[C@@H]1CC[C@H](CC1)NC(OC(C)(C)C)=O trans-tert-butyl (4-(6-chloroquinoline-2-carboxamido)cyclohexyl)carbamate